C1(=CC=CC2=CC=CC=C12)C[N+]1=C(C=CC=C1)C#N 1-(naphthalenyl-methyl)-2-cyanopyridinium